6-((5-((3S,4S)-4-amino-3-methyl-2-oxa-8-azaspiro[4.5]decan-8-yl)pyrazin-2-yl)thio)-5-chloro-3-((tetrahydro-2H-pyran-4-yl)methyl)quinazolin-4(3H)-one N[C@@H]1[C@@H](OCC12CCN(CC2)C=2N=CC(=NC2)SC=2C(=C1C(N(C=NC1=CC2)CC2CCOCC2)=O)Cl)C